O1C(=CC=C1C(=O)Br)C(=O)Br furan-2,5-dicarbonyl dibromide